Cl.N[C@@H](C)C(=O)O L-alanine hydrochloride